(3S)-N-(1-(4-fluoro-3-(trifluoromethyl)phenyl)-2-phenoxyethyl)-5-oxopyrrolidine-3-carboxamide FC1=C(C=C(C=C1)C(COC1=CC=CC=C1)NC(=O)[C@@H]1CNC(C1)=O)C(F)(F)F